FC1=C(C=CC=C1C[C@@H]1N(CC2(CC2)[C@@H]1NS(=O)(=O)C)C([C@H](COC)C)=O)C1=CC=CC=C1 N-((6S,7S)-6-((2-fluoro-[1,1'-biphenyl]-3-yl)methyl)-5-((S)-3-methoxy-2-methylpropanoyl)-5-azaspiro[2.4]heptan-7-yl)methanesulfonamide